Methyl [5-bromo-3-(2-methoxy-ethyl)-2,4-dioxo-3,4-dihydro-2H-pyrimidin-1-yl]-acetate BrC=1C(N(C(N(C1)CC(=O)OC)=O)CCOC)=O